C(CCCCCCCCCCCC)(=O)O.C(CCCCCCCCCCCC)(=O)O.C(C1=CC=C(C=C1)O)C1=CC=C(C=C1)O 4,4'-methylenebisphenol ditridecanoate